C1(CCC1)S(=O)(=O)NC1=CC(=C(C(=O)NC2=NC(=NC(=C2)C)N2CC(C2)(F)F)C=C1)N1CCC2(CC2)CC1 4-(Cyclobutanesulfonamido)-N-(2-(3,3-difluoroazetidin-1-yl)-6-methylpyrimidin-4-yl)-2-(6-azaspiro[2.5]octan-6-yl)benzamide